C(CCCCCCCCCC)(=O)OCC(CO)O 2,3-dihydroxyprop-1-yl undecanoate